C1(CC1)C(C)N1C(C2=C(C=C(C=C2C1C)C1=C(N=C(S1)NC(C)=O)C)P(=O)(C)C)=O N-(5-(2-(1-cyclopropylethyl)-7-(dimethylphosphoryl)-3-methyl-1-oxoisoindolin-5-yl)-4-methylthiazol-2-yl)acetamide